C1(CC1)SC=1C=C(C=CC1)N1B(C2=C(C(=N1)C)C=CC=C2)O [m-(cyclopropylthio)phenyl]-4-methyl-1,2-dihydro-2,3,1-benzodiazaborinin-1-ol